C(C)(C)C1=C2C(=NS1)C=CC(=C2)B2OC(C(O2)(C)C)(C)C 3-isopropyl-5-(4,4,5,5-tetramethyl-1,3,2-dioxaborolan-2-yl)benzo[c]isothiazole